(S)-N-(1-(4-(benzylsulfanyl)-3-methoxyphenylamino)-1-oxo-3-phenylpropan-2-yl)-4-fluoro-N-methylbenzamide C(C1=CC=CC=C1)SC1=C(C=C(C=C1)NC([C@H](CC1=CC=CC=C1)N(C(C1=CC=C(C=C1)F)=O)C)=O)OC